N-(3-chloro-4-fluorophenyl)-N-((5-(5-(difluoromethyl)-1,3,4-oxadiazol-2-yl)pyridin-2-yl)methyl)methanesulfonamide ClC=1C=C(C=CC1F)N(S(=O)(=O)C)CC1=NC=C(C=C1)C=1OC(=NN1)C(F)F